(2S,3R)-3-((2-amino-6-methylpyridin-4-yl)methyl)-N2-(1-methyl-1H-pyrazol-5-yl)-N1-((R)-1-(2,4-dimethylphenyl)propyl)-N2-methyl-4-oxoazetidine-1,2-dicarboxamide NC1=NC(=CC(=C1)C[C@@H]1[C@H](N(C1=O)C(=O)N[C@H](CC)C1=C(C=C(C=C1)C)C)C(=O)N(C)C1=CC=NN1C)C